5'-chloro-N-[2-(oxan-4-yl)ethyl]-7'-oxo-7',8'-dihydro-6'H-spiro[cyclohexane-1,9'-furo[2,3-f]quinazoline]-2'-carboxamide ClC=1C=C2C(=C3C4(NC(NC13)=O)CCCCC4)OC(=C2)C(=O)NCCC2CCOCC2